ClC1=C(OC2=CC(=C(C=C2)O)C[2H])C(=CC(=C1)[N+](=O)[O-])Cl 4-(2,6-Dichloro-4-nitrophenoxy)-2-(deuteromethyl)phenol